O[C@@]1(C(N(CC1)C)=O)C1=CC(=NO1)C1=CC=CC(=N1)C1=NC(=NC=C1)NC=1C=NN(C1)CCNC(OC(C)(C)C)=O tert-butyl (R)-(2-(4-((4-(6-(5-(3-hydroxy-1-methyl-2-oxopyrrolidin-3-yl)isoxazol-3-yl)pyridin-2-yl)pyrimidin-2-yl)amino)-1H-pyrazol-1-yl)ethyl)carbamate